O[C@H]1C[C@H](CCC1)C(=O)OCC (1S,3R)-ethyl 3-hydroxycyclohexanecarboxylate